Cl.CN(C)C(CCCCCCCC)Cl N,N-dimethylaminochlorononane hydrochloride